1-cyclobutyl-5-(4,4,5,5-tetramethyl-1,3,2-dioxaborolan-2-yl)pyridin-2(1H)-one C1(CCC1)N1C(C=CC(=C1)B1OC(C(O1)(C)C)(C)C)=O